(S)-4-((2-methoxyethyl)(4-(3-vinyl-5,6,7,8-tetrahydro-1,8-naphthyridin-2-yl)butyl)amino)-2-(quinazolin-4-ylamino)butanoic acid COCCN(CC[C@@H](C(=O)O)NC1=NC=NC2=CC=CC=C12)CCCCC1=NC=2NCCCC2C=C1C=C